(S)-1-(6-bromopyridin-2-ylamino)-3-methyl-1-oxobutan-2-ylcarbamic acid tert-butyl ester C(C)(C)(C)OC(N[C@H](C(=O)NC1=NC(=CC=C1)Br)C(C)C)=O